3-(6-amino-5-carbamoyl-4'-sulfamoyl-[1,1'-biphenyl]-3-yl)prop-2-yn-1-yl 3-hydroxybenzoate OC=1C=C(C(=O)OCC#CC=2C=C(C(=C(C2)C(N)=O)N)C2=CC=C(C=C2)S(N)(=O)=O)C=CC1